6-(4-ethylpiperazin-1-yl)-N-(4-piperidyl)pyrimidin-4-amine C(C)N1CCN(CC1)C1=CC(=NC=N1)NC1CCNCC1